3-[4-(4-aminopiperidin-1-yl)-3-(3,5-dichlorophenyl)cinnolin-6-yl]-2-hydroxybenzonitrile NC1CCN(CC1)C1=C(N=NC2=CC=C(C=C12)C=1C(=C(C#N)C=CC1)O)C1=CC(=CC(=C1)Cl)Cl